The molecule is a C-glycosyl compound that is 1,8-dihydroxy-3-methylanthracen-9(10H)-one substituted by a 2-O-senecioyl-alpha-lyxopyranosyl moiety at position 10 via a C-glycosidic linkage (the 10S stereoisomer). It is isolated from the leaves of Alvaradoa haitiensis and exhibits cytotoxicity against human oral epidermoid carcinoma. It has a role as a metabolite and an antineoplastic agent. It is a C-glycosyl compound, a member of anthracenes and a polyphenol. It derives from a 3-methylbut-2-enoic acid. CC1=CC2=C(C(=C1)O)C(=O)C3=C([C@@H]2[C@H]4[C@@H]([C@H]([C@H]([C@@H](O4)O)OC(=O)C=C(C)C)O)O)C=CC=C3O